C(#N)C(C)(C)NC1=CC(=C(OCCC2CCN(CC2)C(=O)OC(C)(C)C)C=C1)C(C)(F)F tert-Butyl 4-(2-(4-((2-cyanopropan-2-yl)amino)-2-(1,1-difluoroethyl)phenoxy)ethyl)piperidine-1-carboxylate